N1(CCC(CC1)C(=O)OC)C(=O)OC(C)(C)C 1-tert-butyl 4-methyl piperidine-1,4-dicarboxylate